benzyloxy-acrylamide C(C1=CC=CC=C1)OC(C(=O)N)=C